C(C1=CC=CC=C1)NC=1C=2N(N=C(C1)O[C@H]1CNCCC1)C(=CN2)C2CC2 (R)-N-BENZYL-3-CYCLOPROPYL-6-(PIPERIDIN-3-YLOXY)IMIDAZO[1,2-B]PYRIDAZIN-8-AMINE